S1C(=NC2=C1C=CC=C2)N2CC1=CC=C(C(=C1CC2C(=O)O)OCC2=CC=CC=C2)OC 2-(benzo[d]thiazol-2-yl)-5-(benzyloxy)-6-methoxy-1,2,3,4-tetrahydroisoquinoline-3-carboxylic acid